5-cyano-4-phenyl-1,3-thiazol C(#N)C1=C(N=CS1)C1=CC=CC=C1